C(#N)C=1C=C2COC3(CCN(CC3)C(=O)C=3C=C(C(=NC3)C)NC(=O)NCC(C)C)C2=CC1 1-(5-(5-cyano-3H-spiro[isobenzofuran-1,4'-piperidin]-1'-ylcarbonyl)-2-methylpyridin-3-yl)-3-isobutylurea